1-(methylamino)-4-(3-fluorophenyl)-6-(trifluoromethyl)-3H-pyridin CNN1CCC(C=C1C(F)(F)F)C1=CC(=CC=C1)F